tert-Butyl 7'-(1-(4-(((cis)-3-(5-chloro-2-cyanophenyl)cyclobutyl)carbamoyl)-1H-1,2,3-triazol-1-yl)ethyl)-1'H-spiro[cyclopropane-1,4'-isoquinoline]-2'(3'H)-carboxylate ClC=1C=CC(=C(C1)[C@H]1C[C@H](C1)NC(=O)C=1N=NN(C1)C(C)C1=CC=C2C3(CN(CC2=C1)C(=O)OC(C)(C)C)CC3)C#N